β-(3-tert-butyl-4-hydroxy-5-methylphenyl)propionate C(C)(C)(C)C=1C=C(C=C(C1O)C)CCC(=O)[O-]